3-(1-(2-fluoro-6-methylphenyl)piperidin-4-yl)-1-((3-(trifluoromethyl)pyrazin-2-yl)methyl)pteridine-2,4(1H,3H)-dione FC1=C(C(=CC=C1)C)N1CCC(CC1)N1C(N(C2=NC=CN=C2C1=O)CC1=NC=CN=C1C(F)(F)F)=O